C(C)N(C(C(N)=O)=O)C(C)C1=CC=C(C=C1)S(F)(F)(F)(F)F N'-ethyl-N'-[1-[4-(pentafluoro-sulfanyl)phenyl]ethyl]oxamide